N-[2,2-dimethyl-6-[3-(3-methylimidazol-4-yl)pyrrolidin-1-yl]-3H-benzofuran-5-yl]pyrazolo[1,5-a]pyrimidine-3-carboxamide CC1(OC2=C(C1)C=C(C(=C2)N2CC(CC2)C=2N(C=NC2)C)NC(=O)C=2C=NN1C2N=CC=C1)C